FC1(C(C1)C1=NN(C=C1)C1OCCCC1)F (2,2-difluorocyclopropyl)-1-tetrahydropyran-2-yl-pyrazole